Cl.ClC1=C(C=C(C=C1)C1=CN(C2=NC(=CC=C21)C(=O)N2C(CN(CC2)C2=NC(=C(C(=O)O)C(=C2)C)C)(C)C)CC=2C=NC=CC2)F 6-(4-(3-(4-chloro-3-fluorophenyl)-1-(pyridin-3-ylmethyl)-1H-pyrrolo[2,3-b]pyridine-6-carbonyl)-3,3-dimethylpiperazin-1-yl)-2,4-dimethylnicotinic acid hydrochloride